C1(CC1)C1=C(C(=C2C(=N1)CCC2)NC(=O)N=S(=O)(N)C=2SC=C(C2)C(C)(C)O)C2CC2 N'-((2,3-dicyclopropyl-6,7-dihydro-5H-cyclopenta[b]pyridin-4-yl)carbamoyl)-4-(2-hydroxypropan-2-yl)thiophene-2-sulfonimidamide